2-(ethylmercapto)benzoic acid sodium salt [Na+].C(C)SC1=C(C(=O)[O-])C=CC=C1